COC(=O)C1=C(N(C=2N=C(N=C(C21)C2=C(C(=NC=C2)O)CNC(=O)OC(C)(C)C)C)C2=C(C(=CC=C2C)OC)C)N 6-Amino-4-(3-(((tert-butoxycarbonyl)amino)methyl)-2-hydroxypyridin-4-yl)-7-(3-methoxy-2,6-Dimethylphenyl)-2-methyl-7H-pyrrolo[2,3-d]pyrimidine-5-carboxylic acid methyl ester